ClC1=CC=C(C=C1)C=1C=C(C(N(N1)C1=CC(=CC=C1)F)=O)C(=O)N[C@@H](CO)C1CC1 6-(4-chlorophenyl)-N-[(1R)-1-cyclopropyl-2-hydroxyethyl]-2-(3-fluorophenyl)-3-oxo-2,3-dihydropyridazine-4-carboxamide